O=C1NC(CCC1N1C(C2=CC=C(C=C2C1)CNC(=O)C1=CC2=C(S1)C=CC=C2)=O)=O N-((2-(2,6-Dioxopiperidin-3-yl)-1-oxoisoindolin-5-yl)methyl)benzo[b]thiophene-2-carboxamide